methyl 5-(7-chloro-8-{[(1R)-1-(5-cyano-2-fluorophenyl)ethyl]amino}-3-fluoro-6-methyl-1,5-naphthyridin-2-yl)pyridin-2-ylphosphonate ClC1=C(N=C2C=C(C(=NC2=C1N[C@H](C)C1=C(C=CC(=C1)C#N)F)C=1C=CC(=NC1)P(OC)([O-])=O)F)C